C(C)(C)N1CCN(CC1)C1=C(C=C(C=C1)C(=O)N1CCNCC1)NS(=O)(=O)C1=CC2=CC=CC=C2C=C1 N-(2-(4-isopropylpiperazin-1-yl)-5-(piperazine-1-carbonyl)phenyl)naphthalene-2-sulfonamide